CC(=CCC1=C2C(=C(C=C1O)O)C(=O)C(CO2)C3=C(C=C(C=C3)O)O)C The molecule is a hydroxyisoflavanone that is isoflavanone with hydroxy substituents at positions 5, 7, 2' and 4' and a prenyl group at position 8. It has a role as a phytoalexin, an antineoplastic agent and a metabolite. It is a conjugate acid of a kievitone-7-olate.